CN(C1CCC(CC1)C(=O)NC=1N=CC2=CC=C(C=C2C1)C=1C=NN(C1)C)C 4-(dimethylamino)-N-(6-(1-methyl-1H-pyrazol-4-yl)isoquinolin-3-yl)cyclohexane-1-carboxamide